(4-(2-bromoethoxy)phenyl)methanol BrCCOC1=CC=C(C=C1)CO